2-(2,4-dichlorobenzylamino)-1-(3-nitrophenyl)ethanone ClC1=C(CNCC(=O)C2=CC(=CC=C2)[N+](=O)[O-])C=CC(=C1)Cl